3,3-dihydroperoxycyclohexan-1-ol O(O)C1(CC(CCC1)O)OO